(S)-5-(1H-indol-3-yl)-2-(2-phenyl-1-(3-phenylthioureido)ethyl)oxazole-4-carboxylic acid methyl ester COC(=O)C=1N=C(OC1C1=CNC2=CC=CC=C12)[C@H](CC1=CC=CC=C1)NC(=S)NC1=CC=CC=C1